O=C1NC(CCC1N1C(C2=CC=CC(=C2C1=O)OCCOCCOCCOCCNC(OC(C)(C)C)=O)=O)=O tert-Butyl (2-(2-(2-(2-((2-(2,6-dioxopiperidin-3-yl)-1,3-dioxoisoindolin-4-yl)-oxy)-ethoxy)ethoxy)ethoxy)ethyl)carbamate